(5R)-5-({p-[2-(5-ETHYL-2-PYRIDYL)ETHOXY]PHENYL}METHYL)-(5-2H)-1,3-THIAZOLIDINE-2,4-DIONE C(C)C=1C=CC(=NC1)CCOC1=CC=C(C=C1)C[C@@]1(C(NC(S1)=O)=O)[2H]